1-(3-(2-ethylhexylamino)propyl)-2,3-dicyclohexylguanidine C(C)C(CNCCCNC(=NC1CCCCC1)NC1CCCCC1)CCCC